FC=1C=CC2=C(CCO2)C1CNC1=NC=C(C=2N1C=C(N2)C#N)C2=CC=NN2CCO 5-(((5-fluoro-2,3-dihydrobenzofuran-4-yl)methyl)amino)-8-(1-(2-hydroxyethyl)-1H-pyrazol-5-yl)imidazo[1,2-c]pyrimidine-2-carbonitrile